N-((adamantan-1-yl)methyl)-2-((2-oxo-1,2-dihydropyrimidin-4-yl)thio)acetamide C12(CC3CC(CC(C1)C3)C2)CNC(CSC2=NC(NC=C2)=O)=O